B([O-])([O-])[O-].[Na+].[Na+].[Na+] sodium borat